C(C=C)(=O)N1[C@H](CN(CC1)C=1C2=C(N=C(N1)CO[C@@H]1N(CCC1)C)CN(CC2)C2=CC=CC1=CC=CC(=C21)C)CC#N 2-((S)-1-propenoyl-4-(7-(8-methylnaphthalen-1-yl)-2-(((S)-1-methylpyrrolidin-2-yloxy)methyl)-5,6,7,8-tetrahydropyrido[3,4-d]pyrimidin-4-yl)piperazin-2-yl)acetonitrile